BrC=1C=CC2=C(N(C(=N2)[C@@H]2CC[C@H](CC2)CC)CCC(=O)N(CC)C2CCCCC2)C1 3-[6-bromo-2-(trans-4-ethylcyclohexyl)-1H-benzimidazol-1-yl]-N-cyclohexyl-N-ethylpropanamide